C(C)OC(CCC/C=C/CCO)OCC (3E)-8,8-diethoxy-3-octen-1-ol